C(C)(C)(C)OC(=O)C=1C=C(C=CC1N1CCOCC1)C1=CC(=C(C=C1)OC)C(=O)O 3'-(tert-butoxycarbonyl)-4-methoxy-4'-morpholino-[1,1'-biphenyl]-3-carboxylic acid